[N+](=O)([O-])[O-].C(C)N1CN(C=C1)C.[Zn+2].[N+](=O)([O-])[O-] zinc 1-ethyl-3-methylimidazole nitrate